BrC=1C=C2C(=NC1N1CC=3C=C(C=NC3CC1)C=1N(N=CC1F)C)COC2=O 3-Bromo-2-[3-(4-fluoro-2-methylpyrazol-3-yl)-7,8-dihydro-5H-1,6-naphthyridin-6-yl]-7H-furo[3,4-b]pyridine-5-one